2-((R)-3-(4-amino-2-oxo-3-(4-phenoxyphenyl)-2,3-dihydro-1H-imidazo[4,5-c]pyridin-1-yl)piperidine-1-carbonyl)-4-((S)-2-(methoxymethyl)pyrrolidin-1-yl)-4-methylpent-2-enenitrile NC1=NC=CC2=C1N(C(N2[C@H]2CN(CCC2)C(=O)C(C#N)=CC(C)(C)N2[C@@H](CCC2)COC)=O)C2=CC=C(C=C2)OC2=CC=CC=C2